4-[5-(4-fluorophenyl)-6-isopropyl-1H-pyrazolo[4,3-g]quinolin-7-yl]-3-methoxy-benzoic acid FC1=CC=C(C=C1)C1=C(C(=NC2=CC3=C(C=C12)C=NN3)C3=C(C=C(C(=O)O)C=C3)OC)C(C)C